N(=NCC(CC(C)(C)C)C)CC(CC(C)(C)C)C 1,1'-azobis(2,4,4-trimethylpentane)